C(C=C)C(CC=C)C(CCC[O-])(C(CC=C)CC=C)C(CC=C)CC=C tris(bis-2-propenylmethyl)butoxide